C(C)(C)(C)OC(C(C)(C=1C=NC(=NC1)C)C)=O 2-Methyl-2-(2-methylpyrimidin-5-yl)propionic acid tert-butyl ester